C(C)(C)OC(CC(CC1=C(C=C(C(=C1)F)F)F)=C=O)=O 3-carbonyl-4-(2,4,5-trifluoro-phenyl)-butyric acid isopropyl ester